C12CC(CCC2O1)CC[Si](OC)(OC)OC (2-(7-oxabicyclo[4.1.0]-3-heptanyl)ethyl)trimethoxysilane